Br[Pd]Br dibromopalladium (II)